C1(CC1)N1C(C=C(C=C1)B(O)O)=O (1-cyclopropyl-2-oxopyridin-4-yl)boronic acid